C1(CC1)NS(=O)(=O)C=1C(=C(C(=CC1CCCCC)O)C1=CC(=CC=C1)C)O N-cyclopropyl-2,6-dihydroxy-3'-methyl-4-pentyl-[1,1'-biphenyl]-3-sulfonamide